(R)-N-((S)-(3-chloro-2,4-difluorophenyl)(trans-3-(trifluoromethyl)cyclobutyl)methyl)-2-methylpropane-2-sulfinamide ClC=1C(=C(C=CC1F)[C@@H](N[S@](=O)C(C)(C)C)[C@@H]1C[C@H](C1)C(F)(F)F)F